trifluoro-3-[(2-aminopyrimidin-5-yl)ethynyl]-4-(difluoromethoxy)benzoic acid FC1=C(C(=C(C(=C1C(=O)O)F)C#CC=1C=NC(=NC1)N)OC(F)F)F